titanium bis-catecholate monolactate C(C(O)C)(=O)O.C=1([O-])C([O-])=CC=CC1.C=1([O-])C([O-])=CC=CC1.[Ti+4]